1-(3,5-difluorobenzyl)-1,3,5-triazin-2,4-dione FC=1C=C(CN2C(NC(N=C2)=O)=O)C=C(C1)F